C(CCC)(=O)OC[C@H]1OCC(O1)N1C(N=C(C(=C1)F)NC(C1=CC=CC=C1)=O)=O (S)-(4-(4-benzamido-5-fluoro-2-oxopyrimidin-1(2H)-yl)-1,3-dioxolan-2-yl)methyl butyrate